C(C)(C)(C)OC(=O)N1C2CN(CC(C1)CC2)CC(NC2=NC=CC(=C2)Br)=O 3-{[(4-bromopyridin-2-yl)carbamoyl]methyl}-3,6-diazabicyclo[3.2.2]nonane-6-carboxylic acid tert-butyl ester